6-Bromo-N-[3-chloro-2-fluoro-4-(2,2,2-trifluoroethyl)phenyl]-7-fluoro-pyrido[3,2-d]pyrimidin-4-amine BrC=1C(=CC=2N=CN=C(C2N1)NC1=C(C(=C(C=C1)CC(F)(F)F)Cl)F)F